10-chloro-1-(2-hydroxy-3,4-dimethoxy-6-methylphenyl)-1-decanone ClCCCCCCCCCC(=O)C1=C(C(=C(C=C1C)OC)OC)O